N-benzyl-N,N-dimethylhexadecylammonium chloride [Cl-].C(C1=CC=CC=C1)[N+](C)(C)CCCCCCCCCCCCCCCC